OCCNC1=CC=C(C=C1)C1C(NC(CC1)=O)=O 3-[4-(2-hydroxyethylamino)phenyl]piperidine-2,6-dione